N-(1-(azetidin-1-ylmethyl)cyclopropyl)-2-(4-chlorophenyl)-2-methylpropanamide N1(CCC1)CC1(CC1)NC(C(C)(C)C1=CC=C(C=C1)Cl)=O